ClC1=C(C(=CC=C1)Cl)NC(=O)C=1C(=NC(=NC1)NC1=CC=C(C=C1)N1CCN(CC1)C)OC N-(2,6-dichlorophenyl)-4-methoxy-2-((4-(4-methylpiperazin-1-yl)phenyl)amino)pyrimidine-5-carboxamide